C(#N)C1=C(C=CC(=C1OC=1C=C2C(N(C=NC2=CC1)C)=O)F)NS(=O)(=O)N1C[C@@H](CC1)F (3R)-N-[2-cyano-4-fluoro-3-(3-methyl-4-oxo-quinazolin-6-yl)oxyphenyl]-3-fluoro-pyrrolidine-1-sulfonamide